N-({2-[(3R)-3-[(dimethylamino)methyl]piperazin-1-yl]pyrimidin-5-yl}methyl)carbamate CN(C)C[C@@H]1CN(CCN1)C1=NC=C(C=N1)CNC([O-])=O